N-(2-hydroxy-ethyl)ethylenediamine OCCNCCN